tert-butyl (2R,5R)-4-(6-cyano-1-methyl-2-oxo-1,2-dihydro-1,5-naphthyridin-4-yl)-5-(hydroxymethyl)-2-methylpiperazine-1-carboxylate C(#N)C=1N=C2C(=CC(N(C2=CC1)C)=O)N1C[C@H](N(C[C@@H]1CO)C(=O)OC(C)(C)C)C